tert-butyl 4-(2-((3-morpholino-4-nitrophenyl)sulfonyl)hydrazine-1-carbonyl)piperazine-1-carboxylate O1CCN(CC1)C=1C=C(C=CC1[N+](=O)[O-])S(=O)(=O)NNC(=O)N1CCN(CC1)C(=O)OC(C)(C)C